bi(cyclopropan) C1(CC1)C1CC1